C(C=CC=CC=CC)C(=O)[O-].[K+] potassium 2,4,6-octatriene-1-carboxylate